COCCOC1=C(C=O)C=C(C(=C1)C=O)OCCOC 2,5-bis(2-methoxyethoxy)-terephthalaldehyde